4-(4-((1-(4-(aminomethyl)phenyl)-5-carbamoyl-1H-pyrazol-4-yl)amino)phenyl)piperidine-1-carboxylic acid tert-butyl ester C(C)(C)(C)OC(=O)N1CCC(CC1)C1=CC=C(C=C1)NC=1C=NN(C1C(N)=O)C1=CC=C(C=C1)CN